5-bromo-10-chloronaphtho[1,2-b]benzofuran BrC1=CC2=C(OC3=C2C=CC=C3Cl)C=3C=CC=CC13